o-xylene-formaldehyde C1(=C(C(=CC=C1)C=O)C)C